C1(CCCCC1)C(C1=CC=C(C=C1)OC(C)C)NC1CCC(CC1)O 4-((cyclohexyl-(4-isopropoxyphenyl)methyl)amino)cyclohexanol